Cl.C(C1=CC=CC=C1)N1C=NC(=C1)NC(=O)[C@@H]1CNCC1 (S)-N-(1-benzyl-1H-imidazol-4-yl)pyrrolidine-3-carboxamide hydrochloride